ethoxyethyl sulfate sodium salt [Na+].S(=O)(=O)(OCCOCC)[O-]